CC1=CC(=NC=C1)N1[Se]C2=C(C1=O)C=CC=C2 2-(4-methyl-2-pyridinyl)[1,2]benzisoselenazol-3(2H)-one